(±)-(2S,4S)-2-allyl-4-(((tert-butyldiphenylsilyl)oxy)methyl)cyclohexan-1-one C(C=C)[C@@H]1C(CC[C@@H](C1)CO[Si](C1=CC=CC=C1)(C1=CC=CC=C1)C(C)(C)C)=O |r|